(4-methoxyphenyl)glutaric acid dimethyl ester COC(C(CCC(=O)OC)C1=CC=C(C=C1)OC)=O